(2E)- and (2Z)-4-[(4-Methoxybenzyl)oxy]-3-[5-(7-[2-(trimethylsilyl)ethoxy]methyl-7H-pyrrolo[2,3-d]pyrimidin-4-yl)-1,3-thiazol-2-yl]but-2-enenitrile COC1=CC=C(COCC(=CC#N)C=2SC(=CN2)C=2C3=C(N=CN2)N(C=C3)COCC[Si](C)(C)C)C=C1